C(CCC)C=1N(C(=CN1)C(=O)O)CC1=CC=C(C=C1)C1=CC(=CC=C1C#N)C1=CC=CC=C1 2-butyl-1-((6'-cyano-[1,1':3',1''-terphenyl]-4-yl)methyl)-1H-imidazole-5-carboxylic acid